2-(4-((3-(4-bromophenyl)-2,5-dioxoimidazolin-1-yl)methyl)-2,6-dimethylphenoxy)-2-methylpropanoic acid BrC1=CC=C(C=C1)N1C(N(C(C1)=O)CC1=CC(=C(OC(C(=O)O)(C)C)C(=C1)C)C)=O